P(=O)(OC[C@H]1O[C@H]([C@@H]([C@@H]1O)O)N1C2=NC=NC(=C2N=C1)N)(O)O [(2R,3S,4R,5R)-5-(6-aminopurin-9-yl)-3,4-dihydroxyoxolan-2-yl]methyl dihydrogen phosphate